2-(2-(7-hydroxy-5-azaspiro[2.4]heptan-5-yl)pyrimidin-4-yl)-1,6-naphthyridin OC1CN(CC12CC2)C2=NC=CC(=N2)C2=NC1=CC=NC=C1C=C2